1-(4-(Cycloheptylmethyl)phenyl)ethan-1-one C1(CCCCCC1)CC1=CC=C(C=C1)C(C)=O